3-(2-methyl-4-pyrimidinyl)-1-(benzyl)-1H-pyrrolo[2,3-c]pyridine CC1=NC=CC(=N1)C1=CN(C2=CN=CC=C21)CC2=CC=CC=C2